C(#N)CCC1=NN=C(S1)C1=CC(=C(C(=O)N([C@H]2CNCCC2)C2=NC=CC3=CC=CC(=C23)C)C=C1)F 4-[5-(2-cyanoethyl)-1,3,4-thiadiazol-2-yl]-2-fluoro-N-(8-methyl-1-isoquinolyl)-N-[(3R)-3-piperidyl]benzamide